3-(2-((tert-butoxycarbonyl)amino)ethyl)-3-hydroxy-7-methyl-2-oxoindoline-6-carboxylic acid C(C)(C)(C)OC(=O)NCCC1(C(NC2=C(C(=CC=C12)C(=O)O)C)=O)O